C(C)(C)(C)OC(=O)N1CCC(CC1)C1=CC=C2C(N(NC2=C1)C(C(=O)N)CCC(=O)OC(C)(C)C)=O 4-(2-(1-amino-5-(tert-butoxy)-1,5-dioxopentan-2-yl)-3-oxo-2,3-dihydro-1H-indazol-6-yl)piperidine-1-carboxylic acid tert-butyl ester